BrC=1C=C(C=CC1C)C1(C(N(CC1)C)=O)O 3-(3-bromo-4-methylphenyl)-3-hydroxy-1-methylpyrrolidin-2-one